FC1=C(C(=O)N(C(=O)NC)C2=CC=C(C=C2)Cl)C(=CC=C1)F N-(2,6-difluorobenzoyl)-N'-(methyl)-(4-chlorophenyl)urea